C(C)(C)(C)OC(=O)N1CC2=CC(=CC=C2CC1)OCC=1SC(=CC1)C#N 7-((5-Cyanothiophen-2-yl)methoxy)-3,4-dihydroisoquinoline-2(1H)-carboxylic acid tert-butyl ester